ClC1=CC=C(CC2=NN=C(O2)[C@@H]2CC[C@H](CC2)NC(OC(C)(C)C)=O)C=C1 tert-butyl trans-4-(5-(4-chlorobenzyl)-1,3,4-oxadiazol-2-yl)cyclohexylcarbamate